(R)-8-(8-(quinolin-4-ylthio)imidazo[1,2-c]pyrimidin-5-yl)-8-azaspiro[4.5]decan N1=CC=C(C2=CC=CC=C12)SC=1C=2N(C(=NC1)N1CCC3(CCCC3)CC1)C=CN2